NC1=NOC2=C1C(=C(C(=C2)CO)F)OC (3-amino-5-fluoro-4-methoxy-1,2-benzoxazol-6-yl)methanol